CN([Ti](N(C)C)(N(C)C)N(C)C)C Dimethyl-[tris(dimethylamino)titanio]amine